(R)-3-(1-(4-chloro-3-fluorophenyl)-N,3,3-trimethyl-2,3-dihydro-1H-pyrrolo[3,2-b]pyridine-5-carboxamido)butanoic acid ClC1=C(C=C(C=C1)N1CC(C2=NC(=CC=C21)C(=O)N(C)[C@@H](CC(=O)O)C)(C)C)F